ClC1=C(C2=C(NC(O[C@@]23CN(CCC3)C(=O)C3=CN=C(N3)[C@H](C(F)(F)F)C3=CC=C(C=C3)F)=O)C=C1)F (R)-6-chloro-5-fluoro-1'-(2-((R)-2,2,2-trifluoro-1-(4-fluorophenyl)ethyl)-1H-imidazole-5-carbonyl)spiro[benzo[d][1,3]oxazine-4,3'-piperidin]-2(1H)-one